2'-fluoro-4-methoxy-5'-(2,2,2-trifluoro-1-hydroxyethyl)-[1,1'-biphenyl]-3-carboxylic acid FC1=C(C=C(C=C1)C(C(F)(F)F)O)C1=CC(=C(C=C1)OC)C(=O)O